N-((3-amino-5-oxo-4,5-dihydro-1,2,4-triazin-6-yl)methyl)-3,3,3-trifluoro-2-methylpropanamide NC1=NN=C(C(N1)=O)CNC(C(C(F)(F)F)C)=O